C1=CC=CC=2C3=CC=CC=C3C(C12)COC(=O)NC(CC(=O)O)C(=O)N1C2COCC1CC2 3-(9H-fluoren-9-ylmethoxycarbonylamino)-4-(3-oxa-8-azabicyclo[3.2.1]octan-8-yl)-4-oxo-butanoic acid